C(#N)C=1C=C(C=NC1OC(F)F)NC(=O)[C@H]1C[C@@](C2=C1C=NC=1N2N=C(C1)F)(C=1C=NN(C1)C)C (6S,8R)-N-(5-cyano-6-(difluoromethoxy)pyridin-3-yl)-2-fluoro-8-methyl-8-(1-methyl-1H-pyrazol-4-yl)-7,8-dihydro-6H-cyclopenta[e]pyrazolo[1,5-a]pyrimidine-6-carboxamide